4-(4-propenylpiperazin-1-yl)-7-(2-amino-7-fluorobenzo[d]thiazol-4-yl)-6-chloro-2-(3-(1-(dimethylamino)ethyl)phenyl)-8-fluoroquinoline-3-carbonitrile C(=CC)N1CCN(CC1)C1=C(C(=NC2=C(C(=C(C=C12)Cl)C1=CC=C(C2=C1N=C(S2)N)F)F)C2=CC(=CC=C2)C(C)N(C)C)C#N